C(C=C)(=O)ON[C@@H](CC1=CC=C(C=C1)O)C(=O)O acryloyloxytyrosin